COC=1C=C2C(NN=C(C2=CC1OC)CC=1C=CC(=C(C1)C1=CC2=C(NC(=N2)NC(OCC)=O)C=C1)F)=O Ethyl (5-(5-((6,7-dimethoxy-4-oxo-3,4-dihydrophthalazin-1-yl)methyl)-2-fluorophenyl)-1H-benzoimidazol-2-yl)carbamate